FC1(CC12CCC(CC2)C2=CC=C(OC1=C(N=NN1)C(=O)OC)C=C2)F methyl 5-(4-(1,1-difluorospiro[2.5]oct-6-yl) phenoxy)-1H-1,2,3-triazole-4-carboxylate